C(C)OP(O)(=O)C1=C(C=CC=C1)C(C1=C(C=C(C=C1C)C)C)=O 2,4,6-trimethylbenzoylphenyl-phosphonic acid ethyl ester